(1r,4r)-4-(3-Chloroanilino)-2'-(3-hydroxypropyl)spiro[cyclohexane-1,1'-indene]-4-carboxylic acid methyl ester COC(=O)C1(CCC2(C(=CC3=CC=CC=C23)CCCO)CC1)NC1=CC(=CC=C1)Cl